2,5-di-p-tolylselenophene C1(=CC=C(C=C1)C=1[Se]C(=CC1)C1=CC=C(C=C1)C)C